9-(3-vinyl-benzyl)-9-(4-vinyl-benzyl)-9H-fluorene C(=C)C=1C=C(CC2(C3=CC=CC=C3C=3C=CC=CC23)CC2=CC=C(C=C2)C=C)C=CC1